9-(4-((1-(3-fluoropropyl)azetidin-3-yl)methyl)phenyl)-8-(2-methoxy-4,6-dimethylphenyl)-6,7-dihydro-5H-benzo[7]annulene-3-carboxylic acid FCCCN1CC(C1)CC1=CC=C(C=C1)C1=C(CCCC2=C1C=CC(=C2)C(=O)O)C2=C(C=C(C=C2C)C)OC